(quinolin-2-ylmethoxy)-[1,1'-biphenyl]-3-carboxylic acid N1=C(C=CC2=CC=CC=C12)COC1=C(C=CC=C1C(=O)O)C1=CC=CC=C1